NC=1C(=C(C(=O)NC2=C(C=C(C=C2OC(F)F)C(C(F)(F)F)(C(F)(F)F)F)Br)C=CC1)F 3-Amino-N-[2-bromo-4-(perfluoroisopropyl)-6-difluoromethoxyphenyl]-2-fluorobenzamide